6-chloro-N-[5-(cyanomethyl)-3-fluoro-6-methylpyridin-2-yl]-1H-indole-3-sulfonamide ClC1=CC=C2C(=CNC2=C1)S(=O)(=O)NC1=NC(=C(C=C1F)CC#N)C